tert-butyl 2-(4-cyanophenyl)-4-phenylpiperidine-1-carboxylate C(#N)C1=CC=C(C=C1)C1N(CCC(C1)C1=CC=CC=C1)C(=O)OC(C)(C)C